ClC=1N=CC2=C(N1)N(C=C2C)C2CCOCC2 2-chloro-5-methyl-7-(oxan-4-yl)pyrrolo[2,3-d]pyrimidine